5-bromo-6-(difluoromethoxy)-2-(4-methoxybenzyl)pyridazin-3(2H)-one BrC1=CC(N(N=C1OC(F)F)CC1=CC=C(C=C1)OC)=O